C(#N)CS(=O)(=O)O cyanomethanesulfonic acid